S1C2=C(C=C1)C=CC(=C2)C=2C=C1CCN(CC1=CC2)C2=CNC1=CC(=C(C=C21)F)F 6-(benzo[b]thiophen-6-yl)-N-(5,6-difluoro-1H-indol-3-yl)-3,4-dihydroisoquinoline